N-(4-(2-(((1r,4r)-4-aminocyclohexyl)amino)quinazolin-6-yl)-3-methylphenyl)-3-chlorobenzenesulfonamide NC1CCC(CC1)NC1=NC2=CC=C(C=C2C=N1)C1=C(C=C(C=C1)NS(=O)(=O)C1=CC(=CC=C1)Cl)C